ClC=1C(=C(NC2=C(NC3=C2C(NCC3)=O)C3=C(C=NC=C3)OCC3(OCC3)C)C=CC1)OC (-)-3-(3-chloro-2-methoxyanilino)-2-{3-[(2-methyloxetan-2-yl)methoxy]pyridin-4-yl}-1,5,6,7-tetrahydro-4H-pyrrolo[3,2-c]pyridin-4-one